6-((5-cyclopropyl-3-(6-methylpyridin-3-yl)isoxazol-4-yl)methoxy)-N-(3-methyloxetan-3-yl)pyridazine-3-carboxamide C1(CC1)C1=C(C(=NO1)C=1C=NC(=CC1)C)COC1=CC=C(N=N1)C(=O)NC1(COC1)C